[NH+]1=CC=CC=C1.S(=O)(=O)=O sulfur trioxide pyridinium salt